ON=C(N)C1=NC=C(N=C1)NC1=NN(C(=C1)C1=NC=C(C=C1)C(F)(F)F)C N'-hydroxy-5-((1-methyl-5-(5-(trifluoromethyl)pyridin-2-yl)-1H-pyrazol-3-yl)amino)pyrazine-2-carboxamidine